1,3-dihydro-2H-indene-2-one C1C(CC2=CC=CC=C12)=O